C(C1=CC=CC=C1)OC(=O)NC(C)C(CC(=O)O)CC(C)C 3-(1-Benzyloxycarbonylaminoethyl)-5-methylhexanoic Acid